ethyl-tri-methoxysilane tert-butyl-N-[(R)-[(2S)-8-bromo-3-oxo-4H-pyrido[4,3-b][1,4]oxazin-2-yl]-phenyl-methyl]carbamate C(C)(C)(C)OC(N[C@H](C1=CC=CC=C1)[C@H]1C(NC2=C(O1)C(=CN=C2)Br)=O)=O.C(C)[Si](OC)(OC)OC